6-((2-(trimethylsilyl)ethoxy)methyl)-1,6-naphthyridin-5(6H)-one C[Si](CCOCN1C(C=2C=CC=NC2C=C1)=O)(C)C